C[C@]12C[C@H](C[C@H](C=C1)N2C)OC2=CC=C(N=N2)C2=C(C=C(C=C2)N2C=NC=C2)O 2-(6-(((1S,3S,5R)-1,8-dimethyl-8-azabicyclo[3.2.1]oct-6-en-3-yl)oxy)pyridazin-3-yl)-5-(1H-imidazol-1-yl)phenol